O=C1N(CC2=CC(=CC=C12)NCCOCCOCCOCCOCC1=CC=CC=C1)C1C(NC(CC1)=O)=O 3-(1-Oxo-5-((1-phenyl-2,5,8,11-tetraoxatridec-13-yl)amino)isoindolin-2-yl)piperidine-2,6-dione